C(C1=CC=CC=C1)S(=O)(=O)CC1=CC=C(C=C1)NC(=O)C=1C=C(C=CC1)C=1C=NC(=C(C(=O)O)C1)C 5-(3-((4-((benzylsulfonyl)methyl)phenyl)carbamoyl)phenyl)-2-methylnicotinic acid